6-(2-((tert-butoxycarbonyl)amino)ethyl)-2,2-dimethyl-1,3-dioxan-4-ylacetate C(C)(C)(C)OC(=O)NCCC1CC(OC(O1)(C)C)CC(=O)[O-]